FC1=CC=CC=2N=C(SC21)[C@H]2N(CCC1=C2N=CN1)C(=O)C=1OC=CN1 (S)-(4-(7-fluorobenzo[d]thiazol-2-yl)-6,7-dihydro-1H-imidazo[4,5-c]pyridin-5(4H)-yl)(oxazol-2-yl)methanone